FC=1C=C(C#N)C=C(C1)[C@H]1N(OCC1)C(=O)[C@@H]1CC[C@H](CC1)CC1=CC(=CC(=C1)CCO)F trans-3-fluoro-5-[(3S)-2-[4-[[3-fluoro-5-(2-hydroxyethyl)phenyl]methyl]cyclohexanecarbonyl]isoxazolidin-3-yl]benzonitrile